(2S,5R)-5-(2-chlorophenyl)-1-(4-(4,6-dimethoxypyridin-3-yl)benzoyl)pyrrolidine-2-carboxylic acid ClC1=C(C=CC=C1)[C@H]1CC[C@H](N1C(C1=CC=C(C=C1)C=1C=NC(=CC1OC)OC)=O)C(=O)O